(R)-3,3-difluoro-5-(1-(1-(4-methylbenzyl)-2-oxopyrrolidin-3-yl)piperidin-4-yl)indolin-2-one FC1(C(NC2=CC=C(C=C12)C1CCN(CC1)[C@H]1C(N(CC1)CC1=CC=C(C=C1)C)=O)=O)F